trans-tert-butyl N-[(3R,4R)-4-fluoro-1-(7-hydroxy-1,8-naphthyridin-3-yl)pyrrolidin-3-yl]-N-methylcarbamate F[C@H]1[C@@H](CN(C1)C=1C=NC2=NC(=CC=C2C1)O)N(C(OC(C)(C)C)=O)C